2-(7-(((8S,8aR)-octahydroindolizin-8-yl)amino)pyrazolo[1,5-d][1,2,4]triazin-4-yl)-5-(trifluoromethyl)phenol C1CCN2CCC[C@@H]([C@@H]12)NC1=NN=C(C=2N1N=CC2)C2=C(C=C(C=C2)C(F)(F)F)O